COC1=C(C=C(C=C1)C1=NN(C2=C1C=NC=1C=CC=CC21)C2=CC=CC=C2)O 2-methoxy-5-(1-phenyl-1H-pyrazolo[4,3-c]quinolin-3-yl)phenol